[Al].NCC(CC(C)=O)=O.NCC(CC(C)=O)=O.NCC(CC(C)=O)=O tris(1-amino-2,4-pentanedione) aluminum